mercapto-N-(2-((quinolin-8-ylamino)methyl)pyrimidin-5-yl)acetamide SCC(=O)NC=1C=NC(=NC1)CNC=1C=CC=C2C=CC=NC12